2-(4,4-dimethyl-1,4-azasilinan-1-yl)-4-((2-hydroxyethyl)sulfonamido)-N-(2-oxo-1-(tetrahydro-2H-pyran-4-yl)-1,2-dihydropyridin-3-yl)benzamide C[Si]1(CCN(CC1)C1=C(C(=O)NC=2C(N(C=CC2)C2CCOCC2)=O)C=CC(=C1)NS(=O)(=O)CCO)C